(S)-(3-chloro-6-(2-methyl-2H-pyrazolo[3,4-b]pyridin-5-yl)thieno[2,3-b]pyridin-2-yl)(3,3-difluorocyclobutyl)methanol ClC1=C(SC2=NC(=CC=C21)C2=CC=1C(N=C2)=NN(C1)C)[C@@H](O)C1CC(C1)(F)F